C1(CC1)NC(C([C@H](C[C@H]1C(NCC1)=O)NC([C@H](CCC(F)F)NC(O[C@H](C(F)(F)C1=CC(=CC=C1)Cl)C1=CC=CC=C1)=O)=O)=O)=O (S)-2-(3-chlorophenyl)-2,2-difluoro-1-phenylethyl ((S)-1-(((S)-4-(cyclopropylamino)-3,4-dioxo-1-((S)-2-oxopyrrolidin-3-yl)butan-2-yl)amino)-5,5-difluoro-1-oxopentan-2-yl)carbamate